cyclopentadienyl propionate C(CC)(=O)OC1C=CC=C1